C(CCCCCCCC)(=O)OCCC(C)C ISOAMYL NONANOATE